C1(=CC=CC=C1)C1=CC=CC2=NC(N=C21)=O phenylbenzimidazolone